C1(CC1)C1=CC2=C(N=C(N=C2)NC2=CC=C(C=C2)N2CCN(CC2)C)N1C1=CC=CC(=N1)C(C)(C)O 2-(6-(6-cyclopropyl-2-((4-(4-methylpiperazin-1-yl)phenyl)amino)-7h-pyrrolo[2,3-d]pyrimidin-7-yl)pyridin-2-yl)propan-2-ol